3-((2,3,4-trifluorophenoxy)methyl)cyclobutyl 2-oxo-3-oxa-1,7-diazaspiro[4.4]nonane-7-carboxylate O=C1NC2(CO1)CN(CC2)C(=O)OC2CC(C2)COC2=C(C(=C(C=C2)F)F)F